[Na+].CC(CC)(CC)C=1C(=CC(=C(C(=O)[O-])C1)C)O 5-(1-methyl-1-ethylpropyl)-4-hydroxy-2-methylbenzoic acid, sodium salt